2-methyl-allyl-sodium CC(C[Na])=C